OC1=CC=C(C=C1)C(C)(C)C1=CC=C(OCCCNC(OC(C)(C)C)=O)C=C1 tert-butyl (3-(4-(2-(4-hydroxylphenyl)propan-2-yl) phenoxy)propyl)carbamate